4-(trimethylsilyl)aniline C[Si](C1=CC=C(N)C=C1)(C)C